Methyl (3S)-3-{[N'-tert-butoxycarbonyl-N-({1-[tert-butyl(dimethyl)silyloxy]-cyclopropyl}methyl)carbamimidoyl]amino}-3-(2-chloro-3-nitrophenyl)butanoate C(C)(C)(C)OC(=O)N=C(NCC1(CC1)O[Si](C)(C)C(C)(C)C)N[C@](CC(=O)OC)(C)C1=C(C(=CC=C1)[N+](=O)[O-])Cl